2-(biphenyl-4-yl)-6-chloro-4-(4'-cyano-biphenyl-4-yl)-benzoxazole C1(=CC=C(C=C1)C=1OC2=C(N1)C(=CC(=C2)Cl)C2=CC=C(C=C2)C2=CC=C(C=C2)C#N)C2=CC=CC=C2